FC1=C(C=C(C=C1F)N1N=CC2=CC(=CC=C12)N1CCC(CC1)S(=O)(=O)C)O 2,3-Difluoro-5-(5-(4-(methyl-sulfonyl)piperidin-1-yl)-1H-indazol-1-yl)phenol